NC=1C(=NC(=CC1)C1=CC2=C(C(=CC=C2C=C1)OC)NC(C=C)=O)C(=O)NC1CCC(CC1)N(C)CCOC 3-amino-6-[7-methoxy-8-(prop-2-enamido)naphthalen-2-yl]-N-[(1r,4r)-4-[(2-methoxyethyl)(methyl)amino]cyclohexyl]pyridine-2-carboxamide